5-chloro-2-[(6-chloro-2-methyl-3-thiomorpholinylsulfonyl-4-quinolinyl)amino]benzoic acid ClC=1C=CC(=C(C(=O)O)C1)NC1=C(C(=NC2=CC=C(C=C12)Cl)C)S(=O)(=O)N1CCSCC1